C(#N)[C@H](C[C@H]1C(NCC1)=O)NC(=O)[C@H]1N(CCC2=CC=CC=C12)C(=O)C=1NC2=CC=CC(=C2C1)OC (1S)-N-[(1S)-1-cyano-2-[(3S)-2-oxopyrrolidin-3-yl]ethyl]-2-(4-methoxy-1H-indole-2-carbonyl)-3,4-dihydro-1H-isoquinoline-1-carboxamide